perfluoro-2-ethoxy-propionyl fluoride FC(C(=O)F)(C(F)(F)F)OC(C(F)(F)F)(F)F